C1(CC1)C=1OC(=CN1)C1(CC2(CN(C2)C(=O)OCCCC)C1)O butyl 6-(2-cyclopropyloxazol-5-yl)-6-hydroxy-2-azaspiro[3.3]heptane-2-carboxylate